2-(3-fluorophenyl)-2-methylpropan-1-amine FC=1C=C(C=CC1)C(CN)(C)C